C(C)(=O)N1CCCC1=O 1-Acetyl-5-oxopyrrolidine